5-(3-(((S)-1-(1H-tetrazol-1-yl)propan-2-yl)oxy)-4-chlorophenyl)-N-(3-(3-(difluoromethoxy)propoxy)-1-((1r,4r)-4-morpholinocyclohexyl)-1H-pyrazol-4-yl)pyrimidin-2-amine N1(N=NN=C1)C[C@H](C)OC=1C=C(C=CC1Cl)C=1C=NC(=NC1)NC=1C(=NN(C1)C1CCC(CC1)N1CCOCC1)OCCCOC(F)F